CC1(OB(OC1(C)C)C1=CC2=C(C(=NO2)C2C(NC(CC2)=O)=O)C=C1)C 3-(6-(4,4,5,5-tetramethyl-1,3,2-dioxaborolan-2-yl)benzo[d]isoxazol-3-yl)piperidine-2,6-dione